CC1=C(N)C=C(C(=C1)Cl)C 2,5-dimethyl-4-chloroaniline